C(C)(C)(C)OC(=O)N1C[C@@H]([C@H](CC1)CO)C tert-butyl-(3R,4S)-4-(hydroxymethyl)-3-methylpiperidine-1-carboxylate